FC=1C=CC(=NC1)NC1=NC=C(C(=O)NC([2H])([2H])[2H])C(=C1)NC1=C2N(CC=3N(C2=CC=C1)N=NN3)C 6-((5-fluoropyridin-2-yl)amino)-N-(methyl-d3)-4-((5-methyl-4,5-dihydrotetrazolo[1,5-a]quinoxalin-6-yl)amino)nicotinamide